methyl 3-amino-6-iodo-2-methyl-benzoate NC=1C(=C(C(=O)OC)C(=CC1)I)C